4-[(E)-3-(3-Chloro-4-hydroxyphenyl)prop-2-enoyl]-N,N-diethylbenzenesulfonamide ClC=1C=C(C=CC1O)/C=C/C(=O)C1=CC=C(C=C1)S(=O)(=O)N(CC)CC